ClC=1OC(=CN1)C1=NC(=CC=C1)OCC 2-(2-Chloro-1,3-oxazol-5-yl)-6-ethoxypyridine